4-bromo-2,2-dimethylbutyric acid methyl ester COC(C(CCBr)(C)C)=O